2,4-dimethoxybenzyl-9-fluoro-2-(3-fluoropiperidin-3-yl)-7-methoxy-[1,2,4]triazolo[1,5-c]quinazolin-5-amine COC1=C(CC=2C(=CC=3C=4N(C(=NC3C2OC)N)N=C(N4)C4(CNCCC4)F)F)C=CC(=C1)OC